Nonane-6-one CCCCCC(CCC)=O